N-(4-(N-(2-chlorobenzyl)sulfamoyl)phenyl)-2-(pyridin-4-yl)cyclopropane-1-carboxamide ClC1=C(CNS(=O)(=O)C2=CC=C(C=C2)NC(=O)C2C(C2)C2=CC=NC=C2)C=CC=C1